BrC1=CC=CC=2N(C(N(C21)C)=O)C2C(NC(CC2)=O)=O 3-(4-bromo-3-methyl-2-oxo-2,3-dihydro-1H-1,3-benzodiazol-1-yl)piperidine-2,6-dione